dodecylcyclopropanecarboxylic acid C(CCCCCCCCCCC)C1(CC1)C(=O)O